S1C(=CC=C1)S(=O)(=O)N1CC(CCC1)OC(N(C1CCN(CC1)C1=NC(=NC=C1)OC)C)=O.C1(=CC=CC=C1)C=1N=C(NC1)C1NCCCC1 2-(4-phenyl-1H-imidazol-2-yl)piperidine [1-(2-thienylsulfonyl)piperidin-3-yl]N-methyl-N-[1-(2-methoxypyrimidin-4-yl)piperidin-4-yl]carbamate